CCCCCCCC\C=C/CCCCCCCCCC (9Z)-eicos-9-en